4-(3-isopropyl-5-(1'-isopropyl-[1,4'-bipiperidin]-4-yl)-1H-indol-2-yl)-1H-pyrazolo[3,4-b]pyridine C(C)(C)C1=C(NC2=CC=C(C=C12)C1CCN(CC1)C1CCN(CC1)C(C)C)C1=C2C(=NC=C1)NN=C2